4-{[4-(2-cyclopropyl-2H-1,2,3-triazol-4-yl)-3-methoxypyridin-2-yl]amino}-6-[(1S,2S)-2-fluorocyclopropaneamido]-N-(2H3)methylpyridazine-3-carboxamide C1(CC1)N1N=CC(=N1)C1=C(C(=NC=C1)NC1=C(N=NC(=C1)NC(=O)[C@H]1[C@H](C1)F)C(=O)NC([2H])([2H])[2H])OC